Tert-butyl (S)-2-((2-allyl-5-methylphenyl)carbamoyl)pyrrolidine-1-carboxylate C(C=C)C1=C(C=C(C=C1)C)NC(=O)[C@H]1N(CCC1)C(=O)OC(C)(C)C